5-((1S)-1-(6-chloro-4,4-difluoro-1,1-dioxo-3,4-dihydro-2H-benzo[e][1,2]thiazin-2-yl)-2-(6-fluoro-2,3-dimethylphenyl)propyl)-1,3,4-oxadiazol-2(3H)-one ClC=1C=CC2=C(C(CN(S2(=O)=O)[C@@H](C(C)C2=C(C(=CC=C2F)C)C)C2=NNC(O2)=O)(F)F)C1